(R)-3-(3-(dimethylcarbamoyl)phenyl)-3-(5-(2-(5,6,7,8-tetrahydro-1,8-naphthyridin-2-yl)ethoxy)-1H-indazol-1-yl)propionic acid CN(C(=O)C=1C=C(C=CC1)[C@@H](CC(=O)O)N1N=CC2=CC(=CC=C12)OCCC1=NC=2NCCCC2C=C1)C